ethyl 1,4-dibenzyl-3-hydroxy-4-piperidinecarboxylate C(C1=CC=CC=C1)N1CC(C(CC1)(C(=O)OCC)CC1=CC=CC=C1)O